OC(CCCC=CCC=CCCCCCCCC(=O)N[C@@H](CCC(N)=O)C(=O)O)C N-(17-hydroxy-9,12-octadecadienoyl)glutamine